C1(CC1)C1=C(C(=NO1)C1=NN(C2=C1C(=NC=C2F)N)C(C)C)I 3-(5-cyclopropyl-4-iodoisoxazol-3-yl)-7-fluoro-1-isopropyl-1H-pyrazolo[4,3-c]pyridin-4-amine